o-bromo-N,N-dimethylaniline CN(C)C1=CC=CC=C1Br